phenanthren-3-yl 1H-imidazole-1-carboxylate N1(C=NC=C1)C(=O)OC=1C=CC=2C=CC3=CC=CC=C3C2C1